[1-methyl-2-[[(R)-phenyl-[(3R)-1,2,3,4-tetrahydropyrido[2,3-b]pyrazin-3-yl]methyl]amino]ethyl]benzonitrile CC(CN[C@@H]([C@H]1CNC2=C(N1)N=CC=C2)C2=CC=CC=C2)C2=C(C#N)C=CC=C2